(2E)-3-(pyrimidin-2-yl)-N-[2-(pyrimidin-2-yl)ethyl]prop-2-enamide N1=C(N=CC=C1)/C=C/C(=O)NCCC1=NC=CC=N1